CN1N=CC(=C1)C=1C=CC(=C(C1)O)C1=CN=C(N=N1)N1CC(CC1)NC1COC1 5-(1-methyl-1H-pyrazol-4-yl)-2-(3-{3-[(oxetan-3-yl)amino]pyrrolidin-1-yl}-1,2,4-triazin-6-yl)phenol